C(#C)C=1C=CC2=C(C=NC(C=3N2C=NC3C(=O)[O-])C)C1 8-ethynyl-4-methyl-4H-benzo[f]imidazo[1,5-a][1,4]diazepine-3-carboxylate